C(C)(C)C=1C(=NN2C1CN(CCC2)C(=O)OC(C)(C)C)C(=O)OC 5-tert-butyl 2-methyl 3-isopropyl-7,8-dihydro-4H-pyrazolo[1,5-a][1,4]diazepine-2,5(6H)-dicarboxylate